2-(2-Chloro-5-isopropyl-8-oxothieno[2',3':4,5]pyrrolo[1,2-d][1,2,4]triazin-7(8H)-yl)-N-((1s,3s)-3-hydroxy-3-(trifluoromethyl)cyclobutyl)acetamid ClC1=CC2=C(C=C3N2C(=NN(C3=O)CC(=O)NC3CC(C3)(C(F)(F)F)O)C(C)C)S1